rac-N-methyl-1-(3-(6-(1-methyl-1H-pyrazol-4-yl)pyrazolo[1,5-a]pyrazin-4-yl)cyclopentyl)methanamine CNCC1CC(CC1)C=1C=2N(C=C(N1)C=1C=NN(C1)C)N=CC2